2-(((2-methyl-4'-(4-methylpiperazin-1-yl)-[1,1'-biphenyl]-4-yl)methyl)(neopentyl)amino)pyrimidine-4-carbonitrile CC1=C(C=CC(=C1)CN(C1=NC=CC(=N1)C#N)CC(C)(C)C)C1=CC=C(C=C1)N1CCN(CC1)C